2-(4-Bromobutyl)-1,3-dioxolane BrCCCCC1OCCO1